(R)-6-chloro-1-((tetrahydrofuran-3-yl)methyl)-1H-pyrazolo[3,4-b]Pyrazine ClC1=CN=C2C(=N1)N(N=C2)C[C@@H]2COCC2